C(#N)C=1C=C(C=CC1N=CN(C)C)N1CCN(CC1)C(=O)OC(C)(C)C tert-Butyl 4-(3-cyano-4-(((dimethylamino)methylene)amino)phenyl)piperazine-1-carboxylate